1-phenyl-3-(3,5-dimethoxystyryl)-5-(3,5-dimethoxystyryl)-pyrazoline C1(=CC=CC=C1)N1NC(=CC1C=CC1=CC(=CC(=C1)OC)OC)C=CC1=CC(=CC(=C1)OC)OC